BrC=1C=NN(C1)C(C)OCC 4-Bromo-1-(1-ethoxyethyl)-1H-pyrazole